CC1([C@H]2CC[C@@]1(C(=O)C2)CS(=O)(=O)Cl)C L-10-camphorsulfonyl chloride